CC1=NN(C(=C1CC(=O)NC=1SC=CN1)C)C1=CC=C(C=C1)C1=NOC(=N1)C(F)(F)F 2-(3,5-dimethyl-1-(4-(5-(trifluoromethyl)-1,2,4-oxadiazol-3-yl)phenyl)-1H-pyrazol-4-yl)-N-(thiazol-2-yl)acetamide